Cetyl-benzenesulfonic acid calcium salt [Ca+2].C(CCCCCCCCCCCCCCC)C1=C(C=CC=C1)S(=O)(=O)[O-].C(CCCCCCCCCCCCCCC)C1=C(C=CC=C1)S(=O)(=O)[O-]